CCCCCCCC(CCCCCCCC=CCCCCCCCC)N pentacosan-16-en-8-amine